C(#C)[C@@H]1CC[C@H](CC1)C=1N(C=NN1)C 5-(trans-4-ethynylcyclohexyl)-4-methyl-4H-1,2,4-triazole